2-chloro-N-(3-chlorobenzyl)-N-cyclopropyl-6-(3,5-dimethylisoxazol-4-yl)quinazolin-4-amine ClC1=NC2=CC=C(C=C2C(=N1)N(C1CC1)CC1=CC(=CC=C1)Cl)C=1C(=NOC1C)C